4-(3-Amino-5-ethynylpyridin-4-yl)-2-chloro-5-fluoro-N-(5-methoxy-6-(2H-1,2,3-triazole-2-yl)pyridin-3-yl)benzamide NC=1C=NC=C(C1C1=CC(=C(C(=O)NC=2C=NC(=C(C2)OC)N2N=CC=N2)C=C1F)Cl)C#C